1-((trans)-1-((1H-imidazol-2-yl)methyl)-4-phenylpyrrolidin-3-yl)-3-(2-phenyl-2,4,5,6-tetrahydrocyclopenta[c]pyrazol-3-yl)urea N1C(=NC=C1)CN1C[C@H]([C@@H](C1)C1=CC=CC=C1)NC(=O)NC1=C2C(=NN1C1=CC=CC=C1)CCC2